[Cu+].C1=CCCC=CCC1.[Cu+2] copper (1,5-cyclooctadiene) copper (I)